FC([C@@]([C@@H](C(=O)NO)NC(C1=CC=C(C=C1)C#CC#CC1C(C1)CNC)=O)(C)O)F N-((2S,3S)-4,4-difluoro-3-hydroxy-1-(hydroxyamino)-3-methyl-1-oxobutan-2-yl)-4-((2-((methyl-amino)methyl)cyclopropyl)-buta-1,3-diyn-1-yl)benzamide